C(C1=CC=CC=C1)N(C(O)=O)C1CCC(CC1)N1N=CC(=C1)C1=NC=C(C=C1)OC(F)(F)F.NC1=C(C=C(C(=O)N2CCC(CC2)NC(C=C)=O)C=C1)OC N-(1-(4-amino-3-methoxybenzoyl)piperidin-4-yl)acrylamide benzyl-(4-{4-[5-(trifluoromethoxy)pyridin-2-yl]-1H-pyrazol-1-yl}cyclohexyl)carbamate